dihydro-1H-benzo[d]imidazol N1CNC2=C1C=CC=C2